(2,7-dimethyl-3-(1-methyl-1H-indol-4-yl)-2,4,5,7-tetrahydro-6H-pyrazolo[3,4-c]pyridin-6-yl)(quinolin-6-yl)methanone CN1N=C2C(N(CCC2=C1C1=C2C=CN(C2=CC=C1)C)C(=O)C=1C=C2C=CC=NC2=CC1)C